methyl (2S)-2-(5-bromo-2-fluorophenoxy)propanoate BrC=1C=CC(=C(O[C@H](C(=O)OC)C)C1)F